C1(=CCC1)C(=O)N cyclobuteneamide